1'-(3-Iodopropyl)-1',3'-dihydro-3',3'-dimethyl-6,8-dibromo-Spiro[2H-1-benzopyran-2,2'-[2H]indole] ICCCN1C2(C(C3=CC=CC=C13)(C)C)OC1=C(C=C2)C=C(C=C1Br)Br